2-((2-fluoro-4-(trifluoromethyl)phenyl)carbamoyl)-6-(4-(trifluoromethyl)phenyl)cyclohexane-1-carboxylic acid FC1=C(C=CC(=C1)C(F)(F)F)NC(=O)C1C(C(CCC1)C1=CC=C(C=C1)C(F)(F)F)C(=O)O